benzyl (R)-hexahydropyridazine-3-carboxylate N1N[C@H](CCC1)C(=O)OCC1=CC=CC=C1